NC=1C(=NC(=CC1Br)Cl)C(=O)OC methyl 3-amino-4-bromo-6-chloropicolinate